C(C)(=O)[O-].O=C(CCCCC[NH3+])NCCC1(C(=C(C=C1C)C)C)C 6-oxo-6-((2-(1,2,3,5-tetramethylcyclopenta-2,4-dien-1-yl)ethyl)amino)hexan-1-aminium acetate